cyclohexyl 2-[4-[[5-bromo-2-(3-chloro-2-pyridyl)pyrazole-3-carbonyl]amino]-3-carbamoyl-5-methyl-phenyl]-2,2-difluoro-acetate BrC=1C=C(N(N1)C1=NC=CC=C1Cl)C(=O)NC1=C(C=C(C=C1C)C(C(=O)OC1CCCCC1)(F)F)C(N)=O